BrC1=NC(=C(C=C1F)F)OCC1=C(C=C(C=C1)Cl)F 2-bromo-6-((4-chloro-2-fluorobenzyl)oxy)-3,5-difluoropyridine